FC1=CC2=C(N(C(N=C2N2[C@H](CN(CC2)C(C=C)=O)C)=O)C2=C(C=CC=C2)C(C)C)N=C1C1=C(C=CC=C1O)F 6-fluoro-7-(2-fluoro-6-hydroxyphenyl)-4-((2S)-2-methyl-4-(2-propenoyl)-1-piperazinyl)-1-(2-(2-propanyl)phenyl)pyrido[2,3-d]pyrimidin-2(1H)-one